Ethylimino-[2-[3-ethylsulfonyl-5-[3-(trifluoromethyl)pyrazol-1-yl]-2-pyridinyl]-1,3-benzoxazol-5-yl]-oxo-(trifluoromethyl)-λ6-sulfane C(C)N=S(C(F)(F)F)(=O)C=1C=CC2=C(N=C(O2)C2=NC=C(C=C2S(=O)(=O)CC)N2N=C(C=C2)C(F)(F)F)C1